ClC1=C(CC2N=C3SC=C(N3C2)CSC=2NC3=CC=CC=C3CN2)C=CC=C1 6-(2-chlorobenzyl)-3-(((1,4-dihydroquinazolin-2-yl)thio)methyl)-5,6-dihydroimidazo[2,1-b]thiazole